N-(2-{3-amino-4-[(1-methoxypropan-2-yl)oxy]pyrrolidin-1-yl}-3-fluoro-5,6,7,8-tetrahydroquinolin-6-yl)-5-chloro-7-ethyl-7H-pyrrolo[2,3-c]pyridazine-3-carboxamide NC1CN(CC1OC(COC)C)C1=NC=2CCC(CC2C=C1F)NC(=O)C1=CC2=C(N=N1)N(C=C2Cl)CC